1-[4-[5-(4-ethyl-1,2,4-triazol-3-yl)-1-methyl-indazol-7-yl]oxyphenyl]-3-(2-methoxyethyl)imidazolidin-2-one C(C)N1C(=NN=C1)C=1C=C2C=NN(C2=C(C1)OC1=CC=C(C=C1)N1C(N(CC1)CCOC)=O)C